P(O)(F)OC1=C(C=C(C=C1C(C)(C)C)C(C)(C)C)CCC1=C(C(=CC(=C1)C(C)(C)C)C(C)(C)C)O 2,2'-ethylenebis(4,6-di-t-butylphenol) fluorophosphite